FC1=C(CN2C=NN(C2=O)C2=CC=C(OC3=C(N=C(S3)C(=O)OC)C)C=C2)C(=CC=C1)F methyl 5-(4-(4-(2,6-difluorobenzyl)-5-oxo-4,5-dihydro-1H-1,2,4-triazol-1-yl)phenoxy)-4-methylthiazole-2-carboxylate